(5S,8S,E)-8-amino-5-methyl-1,6-diazacyclododec-3-ene-2,7,10-trione N[C@@H]1C(N[C@H](/C=C/C(NCCC(C1)=O)=O)C)=O